isopropyl 4-(2,4,5-trifluorophenyl)-3-oxobutyrate FC1=C(C=C(C(=C1)F)F)CC(CC(=O)OC(C)C)=O